5-(3-(((1R,5S,6S)-3-((2-(dimethylamino)ethyl)sulfonyl)-3-azabicyclo[3.1.0]hexan-6-yl)ethynyl)-2-fluoro-6-hydroxyphenyl)-1,2,5-thiadiazolidin-3-one 1,1-dioxide CN(CCS(=O)(=O)N1C[C@@H]2C([C@@H]2C1)C#CC=1C(=C(C(=CC1)O)N1CC(NS1(=O)=O)=O)F)C